CN(C1=CC=C(C=C1)C(=CC1(OC(=O)C2=C(C(=C(C(=C12)Cl)Cl)Cl)Cl)C=C(C1=CC=C(C=C1)N(C)C)C1=CC=C(C=C1)OC)C1=CC=C(C=C1)OC)C 3,3-bis-[2-(p-dimethylaminophenyl)-2-(p-methoxyphenyl)vinyl]-4,5,6,7-tetrachlorophthalide